C(#N)[C@@H](N[S@@](=O)C1=CC=C(C=C1)C)[C@H]1CC2(CC2)CC(C1)(F)F (S)-N-((S)-cyano((S)-7,7-difluorospiro[2.5]octan-5-yl)methyl)-4-methylbenzenesulfinamide